OP(O)OP(O)O.C(C)(C)(C)C1=C(C(=CC(=C1)C)C(C)(C)C)C(O)(C(CO)(CO)CO)C1=C(C=C(C=C1C(C)(C)C)C)C(C)(C)C bis(2,6-di-t-butyl-4-methyl-phenyl)pentaerythritol diphosphite